5-((1-(trifluoromethyl)cyclopropyl)ethynyl)-3,4-dihydroquinoline FC(C1(CC1)C#CC1=C2CCC=NC2=CC=C1)(F)F